(R)-methyl 4-(2-(2-(6-(4-(1-(3-(1-methyl-4-(5-(pyridin-4-yl)-4H-1,2,4-triazol-3-yl)piperidin-4-ylamino)benzamido)ethyl)phenoxy)hexyloxy)ethoxy)ethoxy)butanoate CN1CCC(CC1)(C1=NN=C(N1)C1=CC=NC=C1)NC=1C=C(C(=O)N[C@H](C)C2=CC=C(OCCCCCCOCCOCCOCCCC(=O)OC)C=C2)C=CC1